2-((3-(3-Isopropyl-2-(8-methoxy-[1,2,4]triazolo[1,5-a]pyridin-6-yl)-1H-indol-5-yl)cyclobutyl)amino)-N,N-dimethylacetamid C(C)(C)C1=C(NC2=CC=C(C=C12)C1CC(C1)NCC(=O)N(C)C)C=1C=C(C=2N(C1)N=CN2)OC